C(C)(C)C1=NC=CC(=C1C(=O)OC)OC Methyl 2-isopropyl-4-methoxypyridine-3-carboxylate